C1(CC1)[C@H](C)N1C(C2=CC=C(C=C2C1)C1=CC(=NC=C1)C=1N(C(=C(N1)C)C(=O)OC)COCC[Si](C)(C)C)=O Methyl (S)-2-(4-(2-(1-cyclopropylethyl)-1-oxoisoindolin-5-yl)pyridin-2-yl)-4-methyl-1-((2-(trimethylsilyl)ethoxy)methyl)-1H-imidazole-5-carboxylate